((1s,4S)-4-(1,1-difluoroethyl)cyclohexyl)((3S,4R,5R)-3,4,5-tris(benzyloxy)piperidin-1-yl)methanone FC(C)(F)C1CCC(CC1)C(=O)N1C[C@@H](C([C@@H](C1)OCC1=CC=CC=C1)OCC1=CC=CC=C1)OCC1=CC=CC=C1